C(#N)N[C@@H]1C[C@H](C1)C(=O)NC1=NN(C=C1)C1=CC=CC=C1 trans-3-(cyanoamino)-N-(1-phenyl-1H-pyrazol-3-yl)cyclobutane-1-carboxamide